ClC(C)C=1C(=O)NC(C1)=O 1-chloroethylmaleimide